tert-butyl 3-(2-(2,4-dimethoxybenzyl)-7-((5-(4-methylpiperazin-1-yl)pyridin-2-yl)amino)-1-oxo-2,3-dihydro-1H-pyrrolo[3,4-c]pyridin-4-yl)-1H-pyrrole-1-carboxylate COC1=C(CN2CC=3C(=NC=C(C3C2=O)NC2=NC=C(C=C2)N2CCN(CC2)C)C2=CN(C=C2)C(=O)OC(C)(C)C)C=CC(=C1)OC